C(C)N1N=C2C(=C(C=C(C2=C1)N1C[C@H](CC1)N(C(OC(C)(C)C)=O)C)F)C(NC=1C=C(C=2N(C1)C=C(N2)C)F)=O tert-butyl N-[(3S)-1-[2-ethyl-6-fluoro-7-({8-fluoro-2-methylimidazo[1,2-a]pyridin-6-yl}carbamoyl)indazol-4-yl]pyrrolidin-3-yl]-N-methylcarbamate